C1(=CC(=CC=C1)NC(=O)C=1SC=CN1)C1=CC=CC=C1 N-([1,1'-biphenyl]-3-yl)thiazole-2-carboxamide